The molecule is a thiol that is the tautomer of mercaptopurine. It has a role as an antineoplastic agent and an antimetabolite. It is a tautomer of a mercaptopurine. It derives from a hydride of a 7H-purine. C1=NC2=C(N1)C(=S)N=CN2